ClC=1C=C(C=CC1C(=O)N1CC(C1)NC(CN(C)C)=O)NC(=O)C=1N(C(=CN1)C1=C(C(=C(C=C1)OC)F)F)C N-[3-chloro-4-[3-[[2-(dimethylamino)acetyl]amino]azetidine-1-carbonyl]phenyl]-5-(2,3-difluoro-4-methoxy-phenyl)-1-methyl-imidazole-2-carboxamide